tert-butyl (4-(1,4-dioxaspiro[4.5]dec-7-en-8-yl)phenyl)carbamate O1CCOC12CC=C(CC2)C2=CC=C(C=C2)NC(OC(C)(C)C)=O